rhodium phosphite P([O-])([O-])[O-].[Rh+3]